5-chloro-2-[(5R)-5-methyl-4-[5-methyl-2-(2H-1,2,3-triazol-2-yl)benzoyl]-1,4-diazepan-1-yl]1,3-benzoxazole ClC=1C=CC2=C(N=C(O2)N2CCN([C@@H](CC2)C)C(C2=C(C=CC(=C2)C)N2N=CC=N2)=O)C1